1-[2-cyano-4-(trifluoromethyl)phenyl]-4-[6-(2-cyclopropylphenyl)pyridin-3-yl]-N-[(3R)-1-methylpyrrolidin-3-yl]piperidine-4-carboxamide C(#N)C1=C(C=CC(=C1)C(F)(F)F)N1CCC(CC1)(C(=O)N[C@H]1CN(CC1)C)C=1C=NC(=CC1)C1=C(C=CC=C1)C1CC1